ClC=1C=C(C#N)C=C(C1O)Cl 3,5-dichloro-4-hydroxy-benzonitrile